(4-(phenanthren-9-yl)phenyl)boronic acid C1=CC=CC=2C3=CC=CC=C3C(=CC12)C1=CC=C(C=C1)B(O)O